1-(cyclopropyl-methyl)-8-methylamino-3-[4-methyl-6-(trifluoromethyl)-pyridin-3-yl]-8-phenyl-1,3-diazaspiro[4.5]decan-2-one C1(CC1)CN1C(N(CC12CCC(CC2)(C2=CC=CC=C2)NC)C=2C=NC(=CC2C)C(F)(F)F)=O